3-[(3-chloro-2-methoxyphenyl)amino]-2-{2-[(3-methyl-1,2-thiazol-5-yl)amino]pyridin-4-yl}-5H,6H,7H-pyrazolo[1,5-a]pyrazin-4-one ClC=1C(=C(C=CC1)NC=1C(=NN2C1C(NCC2)=O)C2=CC(=NC=C2)NC2=CC(=NS2)C)OC